BrC1=C(C=C(C=C1)OC)O 2-bromo-5-methoxy-phenol